1-(2-(dimethylamino)ethyl)-3-methyl-5-((4-(4-(trifluoromethyl)piperidin-1-yl)phenyl)amino)-1,3-dihydro-2H-benzo[d]imidazol-2-one CN(CCN1C(N(C2=C1C=CC(=C2)NC2=CC=C(C=C2)N2CCC(CC2)C(F)(F)F)C)=O)C